BrC=1C(=C2C=3C(=NC(=NC3C1)OC[C@]13CCCN3C[C@@H](C1)F)N(CCO2)CC=2C(=NC=CC2)N)Cl 3-((9-bromo-8-chloro-2-(((2R,7aS)-2-fluorotetrahydro-1H-pyrrolizin-7a(5H)-yl)methoxy)-5,6-dihydro-4H-[1,4]oxazepino[5,6,7-de]quinazolin-4-yl)methyl)pyridin-2-amine